cobalt-sodium fluoride [F-].[Na+].[Co+2].[F-].[F-]